(3-(4-((4-butyl-1H-1,2,3-triazol-1-yl)methyl)phenyl)-1,2,4-oxadiazol-5-yl)-pyrrolidine-1-carboxylate C(CCC)C=1N=NN(C1)CC1=CC=C(C=C1)C1=NOC(=N1)OC(=O)N1CCCC1